[N+](#[C-])CC1=NC=CC=C1 2-(ISOCYANOMETHYL)PYRIDINE